1-bromo-3-methylbutane BrCCC(C)C